(2Z)-2-(aminomethyl)-3-fluoroprop-2-en NC\C(\C)=C/F